O.Br.CC1=C(C=CC(=C1)C)SC1=C(C=CC=C1)N1CCNCC1.CC1=C(C=CC(=C1)C)SC1=C(C=CC=C1)N1CCNCC1.Br 1-[2-(2,4-dimethylphenylsulfanyl)-phenyl]piperazine hydrobromide salt hemihydrate